FCCCC1=C(C=CC=C1)C1=CC(=CC(=C1)F)F 3,3',5'-trifluoropropyl-biphenyl